N1N=CC(=C1)C1=CC=C(C=C1)N1C(C2(CC1)NC1=CC(=CC=C1C2)OCC(C)(C)O)=O (4-(1H-pyrazol-4-yl)phenyl)-6-(2-hydroxy-2-methylpropoxy)spiro[indoline-2,3'-pyrrolidine]-2'-one